1-methylimidazol-2-amid CN1C(=NC=C1)C(=O)N